N-(1-(4-fluorobenzyl)-1H-indazol-3-yl)pyridazine-3-carboxamide FC1=CC=C(CN2N=C(C3=CC=CC=C23)NC(=O)C=2N=NC=CC2)C=C1